COC(=O)C=1C=CC=C2C=NN(C12)C#CC (propan-1-yn-1-yl)-1H-indazole-7-carboxylic acid methyl ester